Carbon Ruthenium [Ru].[C]